monomethylarsonate CO[AsH]([O-])=O